C1(CC1)C=1OC=C(N1)C=1C=C(N)C=CC1 3-(2-Cyclopropyl-oxazol-4-yl)aniline